tert-butyl (4-((4'-fluoro-[1,1'-biphenyl]-4-yl)(hydroxy)methyl)phenyl)carbamate FC1=CC=C(C=C1)C1=CC=C(C=C1)C(C1=CC=C(C=C1)NC(OC(C)(C)C)=O)O